FC(CN1N=CC=2C1=NC(=CN2)N2[C@@H](CC[C@@H](C2)COC=2C=NC=C(C2)C(F)(F)F)C)F 1-(2,2-Difluoroethyl)-6-((2R,5S)-2-methyl-5-(((5-(trifluoromethyl)pyridin-3-yl)oxy)methyl)piperidin-1-yl)-1H-pyrazolo[3,4-b]pyrazine